FC1=C(C=CC=C1)[C@H](CC)C1=CC=CC2=C1NC(=NS2(=O)=O)NCC2=NC=CC=C2F (R)-5-(1-(2-fluorophenyl)propyl)-3-(((3-fluoropyridin-2-yl)methyl)amino)-4H-benzo[e][1,2,4]thiadiazine 1,1-dioxide